Cl.C(=C)[C@H]1NCCOC1 (3R)-3-vinylmorpholine hydrochloride